(S)-1-(5-((3,5-difluorophenyl)thio)pyrazin-2-yl)-4'H,6'H-spiro[piperidine-4,5'-pyrrolo[1,2-b]pyrazol]-4'-amine FC=1C=C(C=C(C1)F)SC=1N=CC(=NC1)N1CCC2([C@@H](C=3N(N=CC3)C2)N)CC1